(S)-N-(4-cyclobutyl-1-methyl-3-phenethyl-1H-pyrazol-5-yl)-2-(2,2,3,3-tetrafluorocyclobutyl)acetamide C1(CCC1)C=1C(=NN(C1NC(C[C@@H]1C(C(C1)(F)F)(F)F)=O)C)CCC1=CC=CC=C1